C(C)C(CCC(=O)[NH-])CC diethyl-butyrylamide